trans-2-heptadecene-1,17-dicarboxylic acid C(\C=C\CCCCCCCCCCCCCCC(=O)O)C(=O)O